tert-butyl 8-(6-((N-(2,4-dimethoxybenzyl) propionamido) methyl)-2-(pyridin-4-yl) pyrido[3,4-d]pyrimidin-4-yl)-2,8-diazaspiro[4.5]decane-2-carboxylate COC1=C(CN(C(CC)=O)CC2=CC3=C(N=C(N=C3N3CCC4(CCN(C4)C(=O)OC(C)(C)C)CC3)C3=CC=NC=C3)C=N2)C=CC(=C1)OC